CN1CCC(CC1)NC1=C(CN)C=C(C(=C1)OCC(C)C)F 2-[(1-methylpiperidin-4-yl)amino]-5-fluoro-4-(2-methylpropyloxy)benzylamine